5-Methoxy-uridine COC=1C(NC(N([C@H]2[C@H](O)[C@H](O)[C@@H](CO)O2)C1)=O)=O